C(CCCCC)N(CCO)CCCCCC 2-(Dihexylamino)ethanol